BrC=1C=C(C=C2C(=NC=NC12)N(C(C)C1=NC=NN1C1=CC=C(C=N1)C#N)C)OC(F)(F)F 6-[5-[1-[[8-bromo-6-(trifluoromethoxy)quinazolin-4-yl]-methyl-amino]ethyl]-1,2,4-triazol-1-yl]pyridine-3-carbonitrile